ClC=1C=C(C=CC1C(=O)C1=CNC2=NC=CC(=C21)NC2CCC(CC2)CO)NC(C2=C(C=CC(=C2)F)OC)=O N-(3-chloro-4-(4-(((1r,4r)-4-(hydroxymethyl)cyclohexyl)amino)-1H-pyrrolo[2,3-b]pyridin-3-carbonyl)phenyl)-5-fluoro-2-methoxybenzamide